N12C[C@H](C(CC1)CC2)OC(N[C@@H]2C(CCC1=CC(=C(C=C21)F)C2=CC(=C(C(=C2)C)OCCCC)C)(C)C)=O (S)-quinuclidin-3-yl((R)-6-(4-butoxy-3,5-dimethylphenyl)-7-fluoro-2,2-dimethyl-1,2,3,4-tetrahydronaphthalen-1-yl)carbamate